N-[(S)-1-(3-chloro-5-methoxyphenyl)ethyl]-4-[(S)-5-methyl-1,4-diazepan-1-yl]-8-methoxy-6-methyl-1,7-diaza-3-naphthamide ClC=1C=C(C=C(C1)OC)[C@H](C)NC(=O)C=1C=NC2=C(N=C(C=C2C1N1CCN[C@H](CC1)C)C)OC